O=C1OCC(=NN1)C1=CC(=C(C=C1)N1C[C@@H](CCC1)C(=O)N)C(F)(F)F |r| (rac)-1-[4-(2-oxo-3,6-dihydro-2H-1,3,4-oxadiazin-5-yl)-2-(trifluoromethyl)phenyl]piperidine-3-carboxamide